(R,E)-N'-((4-chlorophenyl)sulfonyl)-3-(4-fluorophenyl)-4-phenyl-N-(2-sulfamoylethyl)-4,5-dihydro-1H-pyrazole-1-carboximidamide ClC1=CC=C(C=C1)S(=O)(=O)\N=C(/NCCS(N)(=O)=O)\N1N=C([C@@H](C1)C1=CC=CC=C1)C1=CC=C(C=C1)F